trans-(1RS,2RS)-1-(2-pyridyldithio)tetralin-2-ol N1=C(C=CC=C1)SS[C@H]1[C@@H](CCC2=CC=CC=C12)O |r|